C(=O)O.NC1CCC(CC1)NC1=NC2=C(C=C(C=C2C=N1)C1=C(C=C(C=C1)NS(=O)(=O)C1=C(C=CC=C1)Cl)Cl)CC N-(4-(2-(((1r,4r)-4-aminocyclohexyl)amino)-8-ethylquinazolin-6-yl)-3-chlorophenyl)-2-chlorobenzenesulfonamide, formate salt